Ethyl 2-(4-methoxybenzyl)-7-methyl-3-oxo-4-(trifluoromethyl)-3,5,6,7-tetrahydro-2H-cyclopenta[c]pyridazine-7-carboxylate COC1=CC=C(CN2N=C3C(=C(C2=O)C(F)(F)F)CCC3(C(=O)OCC)C)C=C1